4-(3-(3,5-difluoro-4-(4-(1-(prop-2-yn-1-yl)piperidin-4-yl)piperazin-1-yl)phenyl)-2-methyl-3H-imidazo[4,5-b]pyridin-5-yl)pyridin-2-amine FC=1C=C(C=C(C1N1CCN(CC1)C1CCN(CC1)CC#C)F)N1C(=NC=2C1=NC(=CC2)C2=CC(=NC=C2)N)C